1H-pyrrole-2,3-dione N1C(C(C=C1)=O)=O